[N+](=O)([O-])C1=CC=C(OC(=O)OC(CS(=O)(=O)CCNC(CONNCC(C(=O)[O-])(C)C)=O)C)C=C1 [2-[2-[2-[2-(4-nitrophenoxy) carbonyloxypropylsulfonyl] ethylamino]-2-oxo-ethoxy] hydrazino]2,2-dimethylpropionate